ClC=1C=CC2=C([C@@H](C[C@@H](O2)C(=O)NC23CC(C2)(C3)N3N=CC(=C3)C=3C=NC(=CC3)OC(F)F)O)C1 (2R,4R)-6-chloro-N-(3-{4-[6-(difluoromethoxy)pyridin-3-yl]-1H-pyrazol-1-yl}bicyclo[1.1.1]pentan-1-yl)-4-hydroxy-3,4-dihydro-2H-1-benzopyran-2-carboxamide